C(C)O[C@H]1C[C@H](C1)NC1=NN2C(C=N1)=C(C=C2)C2=CC=C1C(=N2)N(C(=N1)C)CC N-(cis-3-ethoxycyclobutyl)-5-(3-ethyl-2-methyl-3H-imidazo[4,5-b]pyridin-5-yl)pyrrolo[2,1-f][1,2,4]triazin-2-amine